isopropyl (1S,3R)-3-hydroxy-cyclohexane-1-carboxylate O[C@H]1C[C@H](CCC1)C(=O)OC(C)C